tert-butyl 4-(2-(((3S,4R)-3-hydroxytetrahydro-2H-pyran-4-yl)amino)-6,7-dihydrothiazolo[5',4':4,5]oxepino[3,2-d]pyrimidin-9-yl)piperidine-1-carboxylate O[C@@H]1COCC[C@H]1NC=1N=CC2=C(N1)C1=C(CCO2)N=C(S1)C1CCN(CC1)C(=O)OC(C)(C)C